tert-Butyl 3-(4-fluoro-1-{[3-(trifluoromethyl)-1,2,4-oxadiazol-5-yl]methyl}-1H-indazol-3-yl)azetidine-1-carboxylate FC1=C2C(=NN(C2=CC=C1)CC1=NC(=NO1)C(F)(F)F)C1CN(C1)C(=O)OC(C)(C)C